2-phenyl-4-(3-thienyl)imidazole ethyl-2-[(3S)-3-[(tert-butoxy)carbonyl](methyl)aminopyrrolidin-1-yl]-4-ethoxypyrimidine-5-carboxylate C(C)OC(=O)C=1C(=NC(=NC1)N1C([C@H](CC1)C(=O)OC(C)(C)C)NC)OCC.C1(=CC=CC=C1)C=1NC=C(N1)C1=CSC=C1